CC=1N=C(C2=C(N1)C1=C(O2)C=CC=C1)N1[C@@H](C[C@@H](C1)CC(NC1=NC=C(C=C1)C1=CC=CC=C1)=O)C(=O)O (2S,4R)-1-(2-methylbenzofuro[3,2-d]pyrimidin-4-yl)-4-(2-oxo-2-((5-phenylpyridin-2-yl)amino)ethyl)pyrrolidine-2-carboxylic acid